BrC1=C(N)C(=CC(=C1)C(F)(F)F)F 2-bromo-6-fluoro-4-(trifluoromethyl)aniline